1-cyclopropyl-4-(2-methoxypyridin-3-yl)-5-methyl-1H-pyrrole-3-carboxylic acid C1(CC1)N1C=C(C(=C1C)C=1C(=NC=CC1)OC)C(=O)O